[Cl-].CC1=[N+](C=CC=C1)CC1=CC=CC=C1 methyl-1-(benzyl)pyridinium chloride